CC(CCNC(=O)NC1=C(C=C(C(=C1)B1OC(C(O1)(C)C)(C)C)C)F)(C)C 1-(3,3-dimethylbutyl)-3-(2-fluoro-4-methyl-5-(4,4,5,5-tetramethyl-1,3,2-dioxaborolan-2-yl)phenyl)urea